1-benzyl-2-(tetrahydrofuran-2-yl)-benzo[d]imidazole C(C1=CC=CC=C1)N1C(=NC2=C1C=CC=C2)C2OCCC2